C(CCC)C=1C=C2C(=CC(=NC2=CC1)N1CCCC1)C1=CC=CC=C1 1-(6-butyl-4-phenylquinolin-2-yl)pyrrolidine